8-bromo-9-[(6-chloro-3-pyridyl)methyl]-2-[(S)-ethyl(methyl)phosphoryl]purin-6-amine BrC=1N(C2=NC(=NC(=C2N1)N)[P@](=O)(C)CC)CC=1C=NC(=CC1)Cl